3,3-dimethyl-pyrrolidin CC1(CNCC1)C